N-hydroxy-4-nitro-benzenesulfonamide ONS(=O)(=O)C1=CC=C(C=C1)[N+](=O)[O-]